methyl 2-(((1R,5S,6s)-3-azabicyclo[3.1.0]hexan-6-yl)oxy)-6-(4-fluorophenyl)isonicotinate [C@@H]12CNC[C@H]2C1OC=1C=C(C(=O)OC)C=C(N1)C1=CC=C(C=C1)F